1-[4-(2,3-Dimethylphenyl)piperazin-1-yl]-2-[(3bR,4aR)-3-(4-hydroxy-2,4-dimethylpiperidin-1-carbonyl)-3b,4,4a,5-tetrahydro-1H-cyclopropa[3,4]cyclopenta[1,2-c]pyrazol-1-yl]ethan-1-on CC1=C(C=CC=C1C)N1CCN(CC1)C(CN1N=C(C2=C1C[C@@H]1[C@H]2C1)C(=O)N1C(CC(CC1)(C)O)C)=O